FC1=CC=C(C=C1)C=1N=CN(C1C=1C=C2C=C(C=NC2=CC1)C#C[C@@H](C)O)C (R)-4-(6-(4-(4-fluorophenyl)-1-methyl-1H-imidazol-5-yl)quinolin-3-yl)but-3-yn-2-ol